C(C=C)C(C(=O)O)C(=O)O.[Li] lithium allylmalonic acid